C(C)C1CCC(CC1)C1=CC=C(C=C1)C1(CCC(CC1)C1CCC(CC1)CCC)O 4-[4-(4-ethylcyclohexyl)phenyl]-4'-propyl-[1,1'-bi(cyclohexane)]-4-ol